[Fe+2].C[Si](C)(C)[N-][Si](C)(C)C.C[Si](C)(C)[N-][Si](C)(C)C bis(bis(trimethylsilyl)amide) iron(II)